C(C)(=O)N1CC2=C(CC1)N(N=C2I)C2CCC(CC2)NC2CCN(CC2)C2=CC=C(C(=O)OC(C)(C)C)C=C2 tert-butyl 4-[4-[[4-(5-acetyl-3-iodo-6,7-dihydro-4H-pyrazolo[4,3-c]pyridin-1-yl)cyclohexyl]amino]-1-piperidyl]benzoate